3-[(8'-fluoro-2'-oxo-2',3'-dihydro-1'H-spiro[cyclohexane-1,4'-quinazoline]-5'-yl)oxymethyl]cyclobutanecarboxylic acid FC=1C=CC(=C2C3(NC(NC12)=O)CCCCC3)OCC3CC(C3)C(=O)O